4-carboxybicyclo[4.2.0]octa-1,3,5-triene C(=O)(O)C1=CC=C2CCC2=C1